N-(3-(2-amino-6-phenyl-quinazolin-8-yl)phenyl)acrylamide NC1=NC2=C(C=C(C=C2C=N1)C1=CC=CC=C1)C=1C=C(C=CC1)NC(C=C)=O